COC[N+]1(CCCC1)CC N-methoxymethyl-N-ethylpyrrolidinium